F[C@H]1[C@@H]2CC[C@H](C[C@H]1N(C1=CC=C(N=N1)C1=C(C=C3N=CC=NC3=C1)O)C)N2 7-(6-(((1S,2S,3R,5R)-2-fluoro-8-azabicyclo[3.2.1]octan-3-yl)(methyl)amino)pyridazin-3-yl)quinoxalin-6-ol